hydroxynaphthalene-1-boronic acid OC1=C(C2=CC=CC=C2C=C1)B(O)O